(R)-4-cyclopropyl-3-(4-hydroxybenzo[b]thiophen-5-yl)-6-((1-methylpiperidin-3-yl)amino)-1,2,4-triazine-5(4H)-one C1(CC1)N1C(=NN=C(C1=O)N[C@H]1CN(CCC1)C)C1=C(C2=C(SC=C2)C=C1)O